O1C=C(C=C1)CCO 2-(furan-3-yl)ethan-1-ol